C(#N)C=1C=C(C=CC1)C=1C=C2C=CN(C2=C(C1)C(=O)NCC1=CC=C(C(=O)O)C=C1)CC1=CC=C(C=C1)C(F)(F)F 4-((5-(3-Cyanophenyl)-1-(4-(trifluoromethyl)benzyl)-1H-indol-7-amido)methyl)benzoic acid